ClC=1C=C(C=C(C1)Cl)C=1OC2=C(N1)C=CC(=C2)C(=O)OC2CCN(CC2)C(=O)OC(C)(C)C 1-(tert-butoxycarbonyl)piperidin-4-yl 2-(3,5-dichlorophenyl)benzo[d]oxazole-6-carboxylate